ClC=1C(=CC2=C(N=C(N=C2NC(C)C2=C(C(=CC=C2)C(F)F)F)C)N1)C1CCS(CC1)=O 4-(7-chloro-4-((1-(3-(difluoromethyl)-2-fluorophenyl)ethyl)amino)-2-methylpyrido[2,3-d]pyrimidin-6-yl)tetrahydro-2H-thiopyran 1-oxide